N-Arachidonyl-7-amino-6-hydroxy-heptanoic acid C(CCC\C=C/C\C=C/C\C=C/C\C=C/CCCCC)NCC(CCCCC(=O)O)O